FC(C1=CC=C(C=C1)[C@H]1CC2(CNC2)CC1)(F)F |o1:8| (R*)-6-(4-(Trifluoromethyl)phenyl)-2-azaspiro[3.4]octane